[Br-].C(CO)O.[Ni+2].[Br-] nickel (II) ethylene glycol bromide